ClC1=C(C(=O)NCC2=CC(=NO2)[C@]2([C@@H](N3C(C[C@H]3S2(=O)=O)=O)C(=O)O)C)C=CC(=C1O)O (2S,3R,5R)-3-(5-((2-chloro-3,4-dihydroxybenzoylamino)methyl)isoxazol-3-yl)-3-methyl-7-oxo-4-thia-1-azabicyclo[3.2.0]heptane-2-carboxylic acid 4,4-dioxide